N1=C(C=CC=C1)CNCC1=CC=C(C=C1)CN(C1CCCC=2C=CC=NC12)CC1=NC2=C(N1)C=C(C(=C2)C)C N-(2-pyridinylmethyl)-N'-(5,6-dimethyl-1H-benzimidazol-2-ylmethyl)-N'-(5,6,7,8-tetrahydro-8-quinolinyl)-1,4-benzenedimethanamine